C1(CC1)N1N=CC(=C1)[C@H]1CN(C[C@H](O1)C)C=1N=C(C2=C(N1)N=C(C(=C2)C)C)C2CCC(CC2)C(F)F (2S,6R)-2-(1-cyclopropylpyrazol-4-yl)-4-[4-[4-(difluoromethyl)cyclohexyl]-6,7-dimethyl-pyrido[2,3-d]pyrimidin-2-yl]-6-methyl-morpholine